2-(2-Fluorophenyl)-N-[4-(1-methyl-1H-pyrazol-4-yl)-3-sulfamoylphenyl]acetamide FC1=C(C=CC=C1)CC(=O)NC1=CC(=C(C=C1)C=1C=NN(C1)C)S(N)(=O)=O